(1R,2R)-2-(4-(1-hydroxyethyl)phenoxy)cyclopropane-1-carboxylic acid ethyl ester C(C)OC(=O)[C@H]1[C@@H](C1)OC1=CC=C(C=C1)C(C)O